4-((3-(1-cyclopropyl-2-methoxyethyl)-1-((2-(trimethylsilyl)ethoxy)methyl)-1H-pyrrolo[2,3-b]pyridin-5-yl)amino)piperidine-1-carboxylic acid tert-butyl ester C(C)(C)(C)OC(=O)N1CCC(CC1)NC=1C=C2C(=NC1)N(C=C2C(COC)C2CC2)COCC[Si](C)(C)C